2-methyl-2-ethylcaproic acid CC(C(=O)O)(CCCC)CC